FC1=C(CCN(C=2SC3=C(N2)C=C(C=C3)C(F)(F)F)CC3=CC=C(C=C3)C#CC(=O)O)C=CC(=C1)OC 3-(4-(((2-fluoro-4-methoxyphenethyl)(5-(trifluoromethyl)benzo[d]-thiazol-2-yl)amino)methyl)phenyl)propiolic acid